N[C@@H](C)C=1N(S(C2=C(C1)C=CC=C2Cl)(=O)=O)C=2C=NC=CC2 (S)-3-(1-aminoethyl)-8-chloro-2-(pyridin-3-yl)-2H-benzo[e][1,2]thiazine 1,1-dioxide